CC1(CCC=2C(=NNC2C1)C=1NC2=CC(=CC=C2C1)C(=O)N1C[C@H](N([C@H](C1)C)CC1CCN(CC1)C1=CC=C(C=C1)N1C(CCCC1=O)=O)C)C (4-(4-(((2R,6S)-4-(2-(6,6-dimethyl-4,5,6,7-tetrahydro-1H-indazol-3-yl)-1H-indole-6-carbonyl)-2,6-dimethylpiperazin-1-yl)methyl)piperidin-1-yl)phenyl)piperidine-2,6-dione